C1(CCCC1)N1CCN(CC1)CC1=CC=C(C=C1)C1(N=C(NN1)N)N 5-(4-((4-cyclopentylpiperazinyl)methyl)phenyl)-1H-1,2,4-triazole-3,5-diamine